2-[[2-(difluoromethyl)pyrazole-3-carbonyl]amino]-4-[2-ethoxyethyl-[4-(5,6,7,8-tetrahydro-1,8-naphthyridin-2-yl)butyl]amino]butanoic acid FC(N1N=CC=C1C(=O)NC(C(=O)O)CCN(CCCCC1=NC=2NCCCC2C=C1)CCOCC)F